2-(4-((R)-2,4-dimethylpiperazin-1-yl)-6-fluoro-2-((1-methylpyrrolidin-3-yl)oxy)pyrido[2,3-d]pyrimidin-7-yl)-3-fluorophenol C[C@H]1N(CCN(C1)C)C=1C2=C(N=C(N1)OC1CN(CC1)C)N=C(C(=C2)F)C2=C(C=CC=C2F)O